CC=1OC=CC1N1C(C2=CC=C(C=C2C1=O)[N+](=O)[O-])=O N-(2-methylfuryl)-5-nitroisoindoline-1,3-dione